CC=1C=CC=2N(C1)C(=NC2)C2CN(CCC2)C(=O)OC(C)(C)C tert-butyl 3-(6-methylimidazo[1,5-a]pyridin-3-yl)piperidine-1-carboxylate